2-([1,1'-biphenyl]-2-yl)acrylic acid C1(=C(C=CC=C1)C(C(=O)O)=C)C1=CC=CC=C1